vinyl-sulfonate C(=C)S(=O)(=O)[O-]